N=1C=CN(C=CC1)C(=N)N [1,4]Diazepine-4-carboxamidine